3-(dimethylamino)-N-(3-(2-(4-(4-ethoxy-6-[(4-methoxyphenyl)methoxy]pyridin-3-yl)-2-fluorophenyl)acetamido)-5-(trifluoromethyl)phenyl)propenamide CN(C=CC(=O)NC1=CC(=CC(=C1)C(F)(F)F)NC(CC1=C(C=C(C=C1)C=1C=NC(=CC1OCC)OCC1=CC=C(C=C1)OC)F)=O)C